(2S,5S)-5-(2-hydroxyethyl)pyrrolidine-1,2-dicarboxylic acid di-tert-butyl ester C(C)(C)(C)OC(=O)N1[C@@H](CC[C@H]1CCO)C(=O)OC(C)(C)C